[N+](=O)([O-])C1=CC=C(C=C1)OC(F)(F)F 1-nitro-4-(trifluoromethoxy)benzene